CC1=CC=2N(C=C1C#CC=1N=C(SC1NC(OC(C)(C)C)=O)C1CCC3(OCCO3)CC1)N=CN2 Tert-butyl (4-((7-methyl-[1,2,4]triazolo[1,5-a]pyridin-6-yl)ethynyl)-2-(1,4-dioxaspiro[4.5]decan-8-yl)thiazol-5-yl)carbamate